C(C)(C)(C)OC(=O)N1CCN(CC1)C1=CC(=C(C=C1)C)C(=O)OC.CC=1C=C(C=C(C1)C)C1N=C2C=CC=CC2=CN1C 2-(3,5-dimethylphenyl)-3-methyl-quinazoline tert-butyl-4-(3-(methoxycarbonyl)-4-methylphenyl)piperazine-1-carboxylate